2-[3-(5-bromo-6-methyl-pyrazin-2-yl)-4-methyl-2-oxo-benzimidazol-1-yl]acetic acid ethyl ester C(C)OC(CN1C(N(C2=C1C=CC=C2C)C2=NC(=C(N=C2)Br)C)=O)=O